ClC1=C(C=CC=C1)C=1C=CC=2C3(C4=CC(=CC=C4C2C1)C=1C=NC=CC1)CCCCC3 3-(3'-(2-chlorophenyl)spiro[cyclohexane-1,9'-fluoren]-7'-yl)pyridine